2-(3,7-dimethyl-8-(methylsulfanyl)-2,6-dioxo-2,3,6,7-tetrahydro-1H-purin-1-yl)-N,N-dimethylacetamide CN1C(N(C(C=2N(C(=NC12)SC)C)=O)CC(=O)N(C)C)=O